C(CC#N)CN=NCCCC#N azobisbutyronitrile